Oxaheptadec-10-en-2-one OC(CCCCCCCC=CCCCCCC)=O